S(O)(O)(=O)=O.[Rh] rhodium sulfuric acid